3-(2-bromo-4-methylphenyl)propanoic acid BrC1=C(C=CC(=C1)C)CCC(=O)O